O=C1NC2(C(N1)=O)CCNCC2 2,4-Dioxo-1,3,8-triaza-spiro[4.5]decan